5-oxo-7-(3-methoxyphenyl)-6-(4-dimethylaminobenzyl)-2,4-dioxa-6-aza-heptyl-N,N-dimethylamine O=C(OCOCN(C)C)N(CC1=CC(=CC=C1)OC)CC1=CC=C(C=C1)N(C)C